2-[[5-bromo-2-[4-[2-[2-[2-(3-methoxy-4-nitro-pyrazol-1-yl)ethoxy]ethoxy]ethylsulfamoyl]anilino]pyrimidin-4-yl]amino]-6-fluoro-benzamide BrC=1C(=NC(=NC1)NC1=CC=C(C=C1)S(NCCOCCOCCN1N=C(C(=C1)[N+](=O)[O-])OC)(=O)=O)NC1=C(C(=O)N)C(=CC=C1)F